C(C)C1(CN(C2=C1N=CN=C2N)C=2C=CC1=C(N=C(O1)C)C2)CC 7,7-diethyl-5-(2-methyl-benzooxazol-5-yl)-6,7-dihydro-5H-pyrrolo[3,2-d]pyrimidin-4-ylamine